2-chloro-5-(3-chloro-5-fluoro-2-pyridinyl)-4-fluoro-benzaldehyde oxime ClC1=C(C=NO)C=C(C(=C1)F)C1=NC=C(C=C1Cl)F